ClC=1C=C(OC(C(C)OC)N2CCCCC2)C=CC1 N-(1-(3-chlorophenoxy)-2-methoxypropyl)piperidin